N-[1-(2,3-difluorophenyl)piperidin-4-yl]-7-methoxy-6-[3-(pyrrolidin-1-yl)propoxy]-1,2,3,4-tetrahydroacridin-9-amine FC1=C(C=CC=C1F)N1CCC(CC1)NC=1C2=CC(=C(C=C2N=C2CCCCC12)OCCCN1CCCC1)OC